COC1=C(C(=CC(=C1)OC(F)(F)F)C)B1OC(C(O1)(C)C)(C)C 2-[2-methoxy-6-methyl-4-(trifluoromethoxy)phenyl]-4,4,5,5-tetramethyl-1,3,2-dioxaborolane